FC=1C=CC(=C(C1)S(=O)(=O)O)OC 5-fluoro-2-methoxybenzenesulfonic acid